Thioglutarimide C1(CCCC(N1)=O)=S